O=C1C(=CC(C2=CC=CC=C12)=O)N[C@@H](C(=O)NC1=CC(=C(C=C1)Br)F)CC1=CC=CC=C1 (R)-2-((1,4-dioxo-1,4-dihydronaphthalen-2-yl)amino)-3-phenyl-N-(3-fluoro-4-bromophenyl)-propionamide